FC(CCC(C)OC(=O)NC1=C(N=NN1C)C1=CC=C(C(=N1)C)C#CC1(CC1)CC(=O)O)F 2-(1-((6-(5-((((5,5-difluoropentan-2-yl)oxy)carbonyl)amino)-1-methyl-1H-1,2,3-triazol-4-yl)-2-methylpyridin-3-yl)ethynyl)cyclopropyl)acetic acid